C(C)C1=NN=C(S1)O 5-ethyl-1,3,4-thiadiazol-2-ol